[Si]([O-])([O-])([O-])[O-].[Fe+2].[Al+3].[Mg+2] magnesium aluminum-iron silicate